p-aminomethyl-benzoic acid NCC1=CC=C(C(=O)O)C=C1